FC(C1=CC=C(C=C1)N1C2=C(CC(C1)CNC(OC(C)(C)C)=O)NN=C2)(F)F tert-butyl ((4-(4-(trifluoromethyl)phenyl)-4,5,6,7-tetrahydro-1H-pyrazolo[4,3-b]pyridin-6-yl)methyl)carbamate